C(C)(C)C1OC2=C(N(C1=O)CC1=CC=NC=C1)C=C(C=C2C=2C1=C(C(N(C2)C)=O)NC=C1)OC 2-isopropyl-6-methoxy-8-(6-methyl-7-oxo-6,7-dihydro-1H-pyrrolo[2,3-c]pyridin-4-yl)-4-(pyridin-4-ylmethyl)-2H-1,4-benzoxazin-3(4H)-one